ClP(C1=CC(=CC(=C1)C)C)C1=CC(=CC(=C1)C)C chloro-di(3,5-dimethylphenyl)phosphine